C(C)(C)(C)OC(=O)O[C@@H]1[C@H]([C@H](N(C1)C(=O)OC(C)(C)C)CC1=CC=C(C=C1)OC)OC(CC1CCC(CC1)(F)F)=O tert-butyl (2R,3S,4S)-4-[(tert-butoxycarbonyl)oxy]-3-{[2-(4,4-difluorocyclohexyl)acetyl]oxy}-2-[(4-methoxyphenyl)methyl]pyrrolidine-1-carboxylate